vinyl neononanoate C(CCCCC(C)(C)C)(=O)OC=C